C(C)(C)(C)C1=CC(=C(C=C1)OC1CCC1)I 4-tert-butyl-1-(cyclobutoxy)-2-iodo-benzene